COCCN1N=C2C=C(C(=CC2=C1)NC(=O)C1=NC(=CC=C1)C(F)(F)F)C(=O)OC Methyl 2-(2-methoxyethyl)-5-({[6-(trifluoromethyl)pyridin-2-yl]carbonyl}amino)-2H-indazole-6-carboxylate